ClC=1C=C(C=CC1)S(=O)(=O)NC1=CC=C(C=C1)C=1OC=C(N1)C(=O)NC1CCCCC1 2-(4-(3-chlorophenylsulfonamido)phenyl)-N-cyclohexyloxazole-4-carboxamide